CN1N=CC(=C1)C=1N=C(C=2N(C1)N=CC2)C=2C=NN(C2)C2C(CCCCC2)C 6-(1-methyl-1H-pyrazol-4-yl)-4-(1-(2-methylcycloheptyl)-1H-pyrazol-4-yl)pyrazolo[1,5-a]pyrazine